N1N=CC=C1CN1CCC(CC1)C=1C=C2C(=C(NC2=CC1)C1=CC(=NC=C1F)C)C(C)C 5-(1-((1H-pyrazol-5-yl)methyl)piperidin-4-yl)-2-(5-fluoro-2-methylpyridin-4-yl)-3-isopropyl-1H-indole